CC1=C(C=CC(=C1)C1=NN(C=N1)C1=CC=C(C=C1)SC(F)(F)F)NC(N)=O 3-(2-methyl-4-(1-(4-((trifluoromethyl)thio)phenyl)-1H-1,2,4-triazol-3-yl)phenyl)urea